CN1N=CC(=C1C1=CC=C(NC([C@H]([C@@H]2CCC3=CC=C(C=C23)C2=CC(=NC=C2)N2C[C@H](CC2)O)NC(=O)C2(CC2)F)=O)C=C1)C N-[(1S)-2-[4-(2,4-dimethylpyrazol-3-yl)anilino]-1-[(1R)-6-[2-[(3S)-3-hydroxypyrrolidin-1-yl]-4-pyridyl]indan-1-yl]-2-oxo-ethyl]-1-fluoro-cyclopropanecarboxamide